1-(2-bromophenyl)-N-methylbutan-1-amine BrC1=C(C=CC=C1)C(CCC)NC